2-((3-bromo-2-chlorophenyl)amino)thiazole-5-formaldehyde BrC=1C(=C(C=CC1)NC=1SC(=CN1)C=O)Cl